3-(3-iodophenoxy)-5-methyl-1-((2-(trimethylsilyl)ethoxy)methyl)-1H-pyrazole-4-carboxylic acid ethyl ester C(C)OC(=O)C=1C(=NN(C1C)COCC[Si](C)(C)C)OC1=CC(=CC=C1)I